O1N=CNC1 4H-[1,2,4]oxadiazol